ClC1=CC=C(C=C1)C1=NN(C(C2=CC=CC=C12)=O)NC(CCC(F)(F)F)=O N-[4-(4-chlorophenyl)-1-oxophthalazin-2(1H)-yl]-4,4,4-trifluorobutanamide